OC[C@H](C[C@H]1C(NCC1)=O)NC([C@H](CC(C)C)NC(O[C@@H](C(F)(F)C1=CC(=CC=C1)Cl)C1=CC=CC=C1)=O)=O (R)-2-(3-chlorophenyl)-2,2-difluoro-1-phenylethyl ((S)-1-(((S)-1-hydroxy-3-((S)-2-oxopyrrolidin-3-yl)propan-2-yl)amino)-4-methyl-1-oxopentan-2-yl)carbamate